(5'S,7a'R)-1-(6-chloro-5-methylpyrimidin-4-yl)-5'-phenyltetrahydro-3'H-spiro[piperidine-4,2'-pyrrolo[2,1-b][1,3]oxazol]-3'-one ClC1=C(C(=NC=N1)N1CCC2(C(N3[C@H](O2)CC[C@H]3C3=CC=CC=C3)=O)CC1)C